tert-butyl N-[(1R,4S)-4-[(Z)-N-hydroxy-C-phenyl-carbonimidoyl]-2-methoxy-cyclohexyl]-N-methyl-carbamate O\N=C(/C1=CC=CC=C1)\[C@@H]1CC([C@@H](CC1)N(C(OC(C)(C)C)=O)C)OC